1,3,5-benzenetri-nitrile C1(=CC(=CC(=C1)C#N)C#N)C#N